benzyl (S)-7-(4-fluorobenzyl)-2-methyl-6-((2-(4-methylpiperazin-1-yl) ethyl) carbamoyl)-2,3-dihydro-1H-pyrido[2,3-b][1,4]oxazine-1-carboxylate FC1=CC=C(CC2=CC3=C(OC[C@@H](N3C(=O)OCC3=CC=CC=C3)C)N=C2C(NCCN2CCN(CC2)C)=O)C=C1